9-[(2-Fluorophenyl)methyl]-5-carbamoylcarbazol FC1=C(C=CC=C1)CN1C2=CC=CC(=C2C=2C=CC=CC12)C(N)=O